N-(4-bromophenyl)-2-((7-(trifluoromethyl)-[1,2,4]triazolo[1,5-c]pyrimidin-2-yl)thio)acetamide BrC1=CC=C(C=C1)NC(CSC1=NN2C=NC(=CC2=N1)C(F)(F)F)=O